2-(AMINOMETHYL)-3-PYRIDINECARBOXALDEHYDE NCC1=NC=CC=C1C=O